C(#N)C(C(=O)C#N)=C 2-cyano-acrylyl cyanide